nickel tetrakis(triphenyl phosphite) C1=CC=C(C=C1)OP(OC2=CC=CC=C2)OC3=CC=CC=C3.C1=CC=C(C=C1)OP(OC2=CC=CC=C2)OC3=CC=CC=C3.C1=CC=C(C=C1)OP(OC2=CC=CC=C2)OC3=CC=CC=C3.C1=CC=C(C=C1)OP(OC2=CC=CC=C2)OC3=CC=CC=C3.[Ni]